2,9-bis(4-methoxyphenyl)-1,10-phenanthroline chloride [Cl-].COC1=CC=C(C=C1)C1=NC2=C3N=C(C=CC3=CC=C2C=C1)C1=CC=C(C=C1)OC